BrC1=CC=C(C=C1)C(CNC(=O)[C@H]1NCCC1)(O)C1=CC=C(C=C1)Cl (2S)-N-(2-(4-bromophenyl)-2-(4-chlorophenyl)-2-hydroxyethyl)pyrrolidine-2-carboxamide